FC1=C(CN2C(N(C(C=C2NC2=CC3=CN(N=C3C=C2Cl)C)=O)CC(=O)NCC(C)(C)NC(OC(C)(C)C)=O)=O)C=C(C(=C1)F)F tert-butyl 1-(2-(3-(2,4,5-trifluorobenzyl)-4-(6-chloro-2-methyl-2H-indazol-5-ylamino)-2,3-dihydro-2,6-dioxopyrimidin-1(6H)-yl) acetamido)-2-methylpropan-2-ylcarbamate